C1(CC1)CN1[C@H](CN(CC1)CC=1C=CC2=C(C(=NO2)N2C(NC(CC2)=O)=O)C1C)C (S)-1-(5-((4-(cyclopropylmethyl)-3-methylpiperazin-1-yl)methyl)-4-methylbenzo[d]Isoxazol-3-yl)dihydropyrimidine-2,4(1H,3H)-dione